methyl 6-(4-(((5-cyclopropyl-3-(2,6-dichlorophenyl) isoxazol-4-yl) methoxy) methyl)-4-fluoropiperidin-1-yl)-2-naphthoate C1(CC1)C1=C(C(=NO1)C1=C(C=CC=C1Cl)Cl)COCC1(CCN(CC1)C=1C=C2C=CC(=CC2=CC1)C(=O)OC)F